C(C)(C)(C)OC(=O)N1S(OC[C@H]1CCCC)=O (4R)-4-butyl-1,2,3-oxathiazolidine-3-carboxylic acid tert-butyl ester-2-oxide